(S)-2-phenylpropionamide C1(=CC=CC=C1)[C@@H](C(=O)N)C